CCCCCCCCCCCCCCCC(=O)O[C@H](COC(=O)CCCCCCC/C=C\C/C=C\C/C=C\CC)COP(=O)(O)OC[C@H](CO)O 1-(9Z,12Z,15Z-octadecatrienoyl)-2-hexadecanoyl-glycero-3-phospho-(1'-sn-glycerol)